tert-butyl (8-(2-amino-5-(4-bromophenyl)-1H-imidazol-1-yl)octyl)carbamate NC=1N(C(=CN1)C1=CC=C(C=C1)Br)CCCCCCCCNC(OC(C)(C)C)=O